BrN(C(=O)N)C(CC(C)C)=O bromoisovaleryl-urea